5-(2-(trifluoromethyl)pyrimidin-5-yl)benzo[d][1,3]dioxolane-4-carbaldehyde FC(C1=NC=C(C=N1)C1=C(C2=C(OCO2)C=C1)C=O)(F)F